4-(aminomethyl)-4-benzylpiperidine-1-carboxylic acid tert-butyl ester C(C)(C)(C)OC(=O)N1CCC(CC1)(CC1=CC=CC=C1)CN